trifluoromethyl-α-p-bromophenylpropynyl-benzene FC(F)(F)C1=C(C=CC=C1)CC#CC1=CC=C(C=C1)Br